C1(=C(C(=C(C(=C1[2H])[2H])[2H])[2H])[2H])S Thiophenol-d5